1-(4-((4-(3-oxo-3-phenylprop-1-en-1-yl)phenyl)thio)phenyl)butan-1-one O=C(C=CC1=CC=C(C=C1)SC1=CC=C(C=C1)C(CCC)=O)C1=CC=CC=C1